C1=CN(C(=O)N=C1N)C2[C@H](C(C(O2)CO)O)[18F] 1-(2'-deoxy-2'-[18F]fluoroarabinofuranosyl)cytosine